N1=C(OC2=NC=CC=C21)C2=CC=C(C=C2)NC(=O)C2COC2 N-(4-oxazolo[5,4-b]pyridin-2-ylphenyl)oxetane-3-carboxamide